thiololeic acid tert-butyl-cis-1-(1-(2-methoxyethoxy)propyl)-3-methyl-6-azabicyclo[3.1.1]heptane-6-carboxylate C(C)(C)(C)OC(=O)N1C2CC(CC1(C2)C(CC)OCCOC)C.S2C(=CC=C2)CCCCCCCC\C=C/CCCCCCCC(=O)O